COC1=C(CN2[C@@H]3[C@H](C(CC2=O)=O)CCC3)C=CC(=C1)OC |r| rac-(4aR*,7aS*)-1-(2,4-dimethoxybenzyl)tetrahydro-1H-cyclopenta[b]pyridine-2,4(3H,4aH)-dione